5H-1,2,4-oxadiazol-5-one O1NC=NC1=O